C1(CCCC1)CN1N=CC(=C1)OC=1C2=C(N=CN1)N(C=C2C2=CC(=C(C#N)C=C2)F)CC2CNCC2 4-(4-((1-(cyclopentylmethyl)-1H-pyrazol-4-yl)oxy)-7-(pyrrolidin-3-ylmethyl)-7H-pyrrolo[2,3-d]pyrimidin-5-yl)-2-fluorobenzonitrile